Rel-5-(3-((3R,4R)-4-(6-amino-8-oxo-7-(4-phenoxyphenyl)-7,8-dihydro-9H-purin-9-yl)-3-fluoro-[1,4'-bipiperidin]-1'-yl)azetidin-1-yl)-N-(2,6-dioxopiperidin-3-yl)picolinamide formate C(=O)O.NC1=C2N(C(N(C2=NC=N1)[C@H]1[C@@H](CN(CC1)C1CCN(CC1)C1CN(C1)C=1C=CC(=NC1)C(=O)N[C@H]1C(NC(CC1)=O)=O)F)=O)C1=CC=C(C=C1)OC1=CC=CC=C1 |o1:38|